(5-bromo-1H-pyrrolo[2,3-b]pyridin-3-yl)-(2,5-difluoro-3-nitro-phenyl)methanone BrC=1C=C2C(=NC1)NC=C2C(=O)C2=C(C(=CC(=C2)F)[N+](=O)[O-])F